(S)-2-((2S,3R)-3-amino-2-hydroxy-4-phenylbutanamido)-2-(4-bromo-3-(trifluoromethoxy)phenyl)acetic acid hydrochloride Cl.N[C@@H]([C@@H](C(=O)N[C@H](C(=O)O)C1=CC(=C(C=C1)Br)OC(F)(F)F)O)CC1=CC=CC=C1